[Si](C)(C)(C(C)(C)C)OCC[C@@H](C(=O)N1CC(C(CC1)(O)CN1C=C(C(=CC1=O)C1=CC=CC=C1)C(=O)N(C)C)(C)C)CC1CCCCC1 1-((1-((S)-4-((tert-butyldimethylsilyl)oxy)-2-(cyclohexylmethyl)butyryl)-4-hydroxy-3,3-dimethylpiperidin-4-yl)methyl)-N,N-dimethyl-6-oxo-4-phenyl-1,6-dihydropyridine-3-carboxamide